C(=O)(O)[C@H](CC(=O)N1CC2=CC(=CC(=C2C1)CCCCOC=1C=C2CN(CC2=CC1OC)C(C[C@@H](C(=O)O)C)=O)OC)C (S)-4-(5-(4-(2-((S)-3-carboxybutanoyl)-6-methoxyisoindolin-4-yl)butoxy)-6-methoxyisoindolin-2-yl)-2-methyl-4-oxobutanoic acid